6-(4-chlorobenzyl)-9-cyclopentyl-2-(pyridin-2-yl)-2,6,9-triazaspiro[4.5]-decane-7,10-dione ClC1=CC=C(CN2C3(CCN(C3)C3=NC=CC=C3)C(N(CC2=O)C2CCCC2)=O)C=C1